CC1=C(C(=O)N)C=CC(=N1)N1CCSCC1 2-methyl-6-thiomorpholinonicotinamide